4-(3-Ethoxy-4-hydroxyphenyl)-2-butanon C(C)OC=1C=C(C=CC1O)CCC(C)=O